germanone [GeH2]=O